C(C)NC(=O)C1=NC=CC(=C1)N1CCC(CC1)C=O N-ETHYL-4-(4-FORMYLPIPERIDIN-1-YL)PYRIDINE-2-CARBOXAMIDE